C(C=C)(=O)NC1=C(C=CC(=C1)N1CCN(CC1)CC)NC=1C=C2C(=CN1)OC(=C2)C(=O)NC2=C(C(=CC(=C2F)OC)OC)F 5-((2-acrylamido-4-(4-ethylpiperazin-1-yl)phenyl)amino)-N-(2,6-difluoro-3,5-dimethoxyphenyl)furo[2,3-c]pyridine-2-carboxamide